CC(C)=CC(C)C 2,4-dimethyl-2-pentene